IC1=NN(C=C1C)C=1C=C2CCN(C(C2=CC1)=O)C(=O)OC(C)(C)C tert-butyl 6-(3-iodo-4-methyl-1H-pyrazol-1-yl)-1-oxo-3,4-dihydroisoquinoline-2(1H)carboxylate